pyranamine O1C(C=CC=C1)N